O1CCOC12CCC(CC2)CS(=O)(=O)[O-] 1,4-dioxaspiro[4.5]decan-8-ylmethylsulfonate